BrC=1C(=NC(=NC1)F)OC 5-Bromo-2-fluoro-4-methoxypyrimidine